C(C1=CC=CC=C1)C1=C(C(=C(N=N1)N1CCC(CC1)C1=NC=C(C(=C1)F)C(C)(C)O)C)C 2-[1'-(6-benzyl-4,5-dimethyl-pyridazin-3-yl)-4-fluoro-1',2',3',4',5',6'-hexahydro-[2,4]bipyridin-5-yl]-propan-2-ol